C(C)(C)(C)N1N=C(C=C1[C@@H]1CC[C@H](CC1)N1CC2(CS(C2)(=O)=O)CC1)C(F)(F)F 6-((trans)-4-(1-(tert-butyl)-3-(trifluoromethyl)-1H-pyrazol-5-yl)cyclohexyl)-2-thia-6-azaspiro[3.4]octane 2,2-dioxide